C(C#C)OCC1=C(C(=O)O)C=CC=C1 2-((prop-2-yn-1-yloxy)methyl)benzoic acid